FC1=C(C=CC(=C1)[N+](=O)[O-])N1CCC(CC1)CN1CCNCC1 4-{[1-(2-fluoro-4-nitrophenyl)piperidin-4-yl]methyl}piperazine